NC1=CN=C(N(C1=O)CC(=O)OC(C)(C)C)NC(C)C tert-butyl 2-(5-amino-2-(isopropylamino)-6-oxopyrimidin-1(6H)-yl)acetate